3,7-dimethylquinoxaline-6-amine CC=1C=NC2=CC(=C(C=C2N1)N)C